(S)-tert-butyl (1-((3-chloro-2-fluorobenzyl)amino)-1-oxopentan-2-yl)carbamate ClC=1C(=C(CNC([C@H](CCC)NC(OC(C)(C)C)=O)=O)C=CC1)F